CC1=NC=CC2=C1C=CN2 4-methyl-1H-pyrrolo[3,2-c]pyridine